C(C)C1=CC=C(C(=O)O)C=C1 p-ethyl-benzoic acid